C(N)(=O)C1=CC(=C(C=C1)NC(=O)[C@H]1[C@@H]([C@@]2([C@@H](N1)CC(C)(C)C)C(NC1=CC(=CC=C12)Cl)=O)C1=C(C(=CC=C1)Cl)F)OC (2'S,3'R,4'S,5'R)-6-chloro-4'-(3-chloro-2-fluorophenyl)-2'-(2,2-dimethylpropyl)-2-oxo-1,2-dihydrospiro-[indole-3,3'-pyrrolidine]-5'-Carboxylic acid (4-carbamoyl-2-methoxyphenyl) amide